(4-((5-chloro-4-(1-methyl-1H-pyrazol-4-yl)pyrimidin-2-yl)amino)-3-methoxyphenyl)(2-oxa-6-azaspiro[3.3]heptan-6-yl)methanone ClC=1C(=NC(=NC1)NC1=C(C=C(C=C1)C(=O)N1CC2(COC2)C1)OC)C=1C=NN(C1)C